N1=NN=NNN(N=NN=CC=CC=CC=CC=CC=CC=CC=CC=CC=CC=CC=C1)C(=O)N nonaazacyclodotriacontine-6-carboxamide